C(CP(C1CCCCC1)C1CCCCC1)P(C1CCCCC1)C1CCCCC1 ethylenebis(biscyclohexylphosphine)